CC=1C(=NC=CC1)[C@@H]1N([C@@H](CCC1)C1=NC=CC=C1C)CCCCN 4-((2R,6S)-2,6-bis(3-methylpyridin-2-yl)piperidin-1-yl)butan-1-amine